bis(trifluoromethyl)-diaminobiphenyl FC(F)(F)C=1C(=C(C=CC1N)C1=CC=C(C=C1)N)C(F)(F)F